N-[(2-amino-3-chloroquinolin-7-yl)methyl]-5-cyano-6-cyclopropyl-N-(2-methanesulfonylpyridin-3-yl)pyridine-3-carboxamide NC1=NC2=CC(=CC=C2C=C1Cl)CN(C(=O)C=1C=NC(=C(C1)C#N)C1CC1)C=1C(=NC=CC1)S(=O)(=O)C